N-(2-(3,3-Difluoroazetidin-1-yl)-6-methylpyrimidin-4-yl)-4-(oxetane-3-sulfonamido)-2-(6-azaspiro[2.5]octan-6-yl)benzamide FC1(CN(C1)C1=NC(=CC(=N1)NC(C1=C(C=C(C=C1)NS(=O)(=O)C1COC1)N1CCC2(CC2)CC1)=O)C)F